4-(3-((2-((2-ethyl-4-(4-methylpiperazin-1-yl)phenyl)amino)-5-(trifluoromethyl)pyrimidin-4-yl)amino)propyl)-6,6-dimethyl-1,4-oxazepan-5-one C(C)C1=C(C=CC(=C1)N1CCN(CC1)C)NC1=NC=C(C(=N1)NCCCN1CCOCC(C1=O)(C)C)C(F)(F)F